C(C)(C)(C)OC(=O)N1C[C@@H](CCC1)C(=O)NC1=NN(C2=CC=C(C=C12)C1=C(C=CC(=C1)C#N)Cl)C(=O)OCC Ethyl 3-({[(3R)-1-(tert-butoxycarbonyl)piperidin-3-yl]carbonyl}amino)-5-(2-chloro-5-cyanophenyl)-1H-indazole-1-carboxylate